6-bromo-2-((4-(dimethylamino)cyclohexyl)amino)-8-ethylpyrido[2,3-d]pyrimidin-7(8H)-one BrC1=CC2=C(N=C(N=C2)NC2CCC(CC2)N(C)C)N(C1=O)CC